NC1=NC(=NC(=N1)N)CCN1C(=NC=C1)CCCCCCCCCCC 2,4-diamino-6-[2-(2-undecyl-1-imidazolyl)ethyl]1,3,5-triazine